(R)-2-((1-(2-cyano-3-(2-methoxy-phenyl)-7-methylquinoxalin-5-yl)-ethyl)amino)benzoic acid C(#N)C1=NC2=CC(=CC(=C2N=C1C1=C(C=CC=C1)OC)[C@@H](C)NC1=C(C(=O)O)C=CC=C1)C